OCCN1C=C(C(=C1C1=C(C=CC=C1)C(F)(F)F)C)C(=O)OC Methyl (S)-1-(2-hydroxyethyl)-4-methyl-5-(2-(trifluoromethyl)phenyl)-1H-pyrrole-3-carboxylate